[C-](S(=O)(=O)C(F)(F)F)(S(=O)(=O)C(F)(F)F)S(=O)(=O)C(F)(F)F.C1(=CC=CC=C1)[Sb+]C1=CC=CC=C1 diphenylantimony tris(trifluoromethanesulfonyl)methide